2-{[2-(5-Chloropyridin-2-yl)imidazo[1,2-a]pyridin-3-yl]methyl}-2,5-diazabicyclo[2.2.2]octan-Dihydrochlorid Cl.Cl.ClC=1C=CC(=NC1)C=1N=C2N(C=CC=C2)C1CN1C2CNC(C1)CC2